N,N-dimethylpyrrolidinium fluoride [F-].C[N+]1(CCCC1)C